N-tris[hydroxymethyl]methyl-2-aminoethanesulfonic acid OCC(NCCS(=O)(=O)O)(CO)CO